CC1=C2C=C(N(C2=CC=C1CN1CCC2(CN(C2)C2=NC=NC3=CC=C(C=C23)CC(F)(F)F)CC1)CC1CNC(CO1)=O)C#N 4-methyl-1-[(5-oxomorpholin-2-yl)methyl]-5-[[2-[6-(2,2,2-trifluoroethyl)quinazolin-4-yl]-2,7-diazaspiro[3.5]nonan-7-yl]methyl]indole-2-carbonitrile